ClC1=NC=C(C(=N1)C)CO (2-Chloro-4-methylpyrimidin-5-yl)methanol